2-(4-(4-cyclopropoxy-3-nitrophenyl)piperazin-1-yl)ethan-1-ol benzyl-(2S,5R)-4-(4-fluoroanilino)-2,5-dimethyl-piperidine-1-carboxylate C(C1=CC=CC=C1)[C@@]1(N(C[C@H](C(C1)NC1=CC=C(C=C1)F)C)C(=O)OCCN1CCN(CC1)C1=CC(=C(C=C1)OC1CC1)[N+](=O)[O-])C